C(C)C(C(=O)[O-])CCCC.C(C)[N+](C)(CC)CC triethylmethyl-ammonium 2-ethylhexanoate